C1(CCCC1)C(=O)N1CCC(CC1)C1=C(C=C(C=C1)C=1C=NNC1)F cyclopentyl-(4-(2-fluoro-4-(1H-pyrazol-4-yl)phenyl)piperidin-1-yl)methanone